(((1-(7-ethoxybenzofuran-2-yl)ethyl)amino)methyl)cyclopentanol C(C)OC1=CC=CC=2C=C(OC21)C(C)NCC2(CCCC2)O